N-(4-(4-amino-7-methyl-5-(4-(pyrrolidine-1-carbonyl)phenyl)-7H-pyrrolo[2,3-d]pyrimidin-6-yl)-2-methoxyphenyl)methacrylamide NC=1C2=C(N=CN1)N(C(=C2C2=CC=C(C=C2)C(=O)N2CCCC2)C2=CC(=C(C=C2)NC(C(=C)C)=O)OC)C